N1(CCC1)C(C(=O)NC1CN(CC(C1)(F)F)C1=C2N=CC=NC2=C(C=C1)C#N)C trans-2-azetidin-1-yl-N-[1-(8-cyano-quinoxalin-5-yl)-5,5-difluoro-piperidin-3-yl]-propionamide